N-Boc-O-methylserine C(=O)(OC(C)(C)C)N[C@@H](COC)C(=O)O